COC1=C(C=CC(=C1)OC)C1=C(C2=C(CCC1)C=C(C=C2)O)C2=CC=C(C=C2)O[C@@H]2CN(CC2)CCCF 6-(2,4-dimethoxyphenyl)-5-[4-[(3S)-1-(3-fluoropropyl)pyrrolidin-3-yl]oxyphenyl]-8,9-dihydro-7H-benzo[7]annulen-2-ol